CC1(CN1N1CC1)CN 3-methyl-3-biaziridinyl-methylamine